C(CCCCCC)OC1=CC=C(C=C1)NC=1SC(=C(N1)C)C(C)=NNC(=N)N 2-((4-(n-heptyloxy)phenyl)amino)-4-methyl-5-(1-(guanidinoimino)ethyl)-thiazole